quinoxaline-2(3H)-one N=1C(CN=C2C=CC=CC12)=O